C[C@H]1C(=CC2=CC=C(C=C2C1)OCCC)CN1CC(C1)C(=O)O 1-[((3R)-3-methyl-6-propoxy-3,4-dihydronaphthalen-2-yl)methyl]Azetidine-3-carboxylic acid